The molecule is an anilide having 2-methyl-2-furoyl as the N-acyl group. A seed-treatment fungicide used to control bunts and smuts in cereals. It has a role as an EC 1.3.5.1 [succinate dehydrogenase (quinone)] inhibitor and an antifungal agrochemical. It is an anilide, a member of furans and a furanilide fungicide. CC1=C(C=CO1)C(=O)NC2=CC=CC=C2